(3R,4R)-1-cyclohexyl-4-{[3-(2,4-difluoro-phenyl)-isoxazole-5-carbonyl]-amino}-piperidine-3-carboxylic acid (2-methoxy-1,1-dimethyl-ethyl)-amide COCC(C)(C)NC(=O)[C@@H]1CN(CC[C@H]1NC(=O)C1=CC(=NO1)C1=C(C=C(C=C1)F)F)C1CCCCC1